(S)-1-(8,9-difluoro-6-((2-hydroxyethyl)amino)-1,4-dihydro-2H-pyrano[3,4-c]isoquinolin-1-yl)-3-(3-(difluoromethyl)-4-fluorophenyl)-1-methylurea FC=1C(=CC=2C3=C(N=C(C2C1)NCCO)COC[C@H]3N(C(=O)NC3=CC(=C(C=C3)F)C(F)F)C)F